(2S,4R)-N-((R)-1-(4-carbamimidoylthiophen-2-yl)ethyl)-1-((9,9-dimethyl-9H-fluorene-2-carbonyl)glycyl)-4-fluoro-4-(methoxymethyl)pyrrolidine-2-carboxamide C(N)(=N)C=1C=C(SC1)[C@@H](C)NC(=O)[C@H]1N(C[C@](C1)(COC)F)C(CNC(=O)C1=CC=2C(C3=CC=CC=C3C2C=C1)(C)C)=O